4-phenyl-5-tert-butyl-1,2,4-Triazole C1(=CC=CC=C1)N1C=NN=C1C(C)(C)C